ClC1=CC=C2C(=CC(=NC2=C1Cl)C=CC(=O)OC(C)(C)C)C=1C=NNC1 tert-Butyl 3-(7,8-dichloro-4-(1H-pyrazol-4-yl)quinolin-2-yl)acrylate